bromo-4-(chloromethylsulfonyl)benzene BrC1=CC=C(C=C1)S(=O)(=O)CCl